OCC=1C=C(CNC(=O)NC=2SC=C(N2)C(C)(C)C2=CC=C(C=C2)OC)C=CC1N1CCNCC1 1-(3-(hydroxymethyl)-4-(piperazin-1-yl)benzyl)-3-(4-(2-(4-methoxyphenyl)-propan-2-yl)thiazol-2-yl)-urea